3-Bicyclo[3.1.0]hexyl-hydrazine C12CC(CC2C1)NN